5-(1-methyl-1H-imidazol-4-yl)-N-[(3S)-pyrrolidin-3-yl]pyridin-2-amine, dihydrochloride Cl.Cl.CN1C=NC(=C1)C=1C=CC(=NC1)N[C@@H]1CNCC1